COC1(COC1)C1=CC=C(C=C1)C(=O)N1CCC(CC1)OC1=CC=NC2=CC=CC=C12 (4-(3-methoxyoxetan-3-yl)phenyl)(4-(quinolin-4-yloxy)piperidin-1-yl)methanone